N-(8-chloro-quinolin-5-yl)-2-chloro-3-trifluoromethyl-benzamide ClC=1C=CC(=C2C=CC=NC12)NC(C1=C(C(=CC=C1)C(F)(F)F)Cl)=O